N1CC(CCC1)NC=1C2=C(C=NN1)CCCCC2 4-(piperidin-3-ylamino)-6,7,8,9-tetrahydro-5H-cyclohepta[d]pyridazine